COC=1C=C(C=NC1)C1=NN=C(S1)C(C)O 1-(5-(5-methoxypyridin-3-yl)-1,3,4-thiadiazol-2-yl)ethan-1-ol